ethyl 3-(2-(4-chlorobutyryl)-1-phenylhydrazino)-3-oxopropionate ClCCCC(=O)NN(C1=CC=CC=C1)C(CC(=O)OCC)=O